tert-butyl 3-(2-oxoethyl)-2-azabicyclo[3.1.1]heptane-2-carboxylate O=CCC1N(C2CC(C1)C2)C(=O)OC(C)(C)C